tert-Butyl 4-{4-[4-(1,3-dioxolan-2-yl)piperidine-1-carbonyl]phenyl}piperidine-1-carboxylate O1C(OCC1)C1CCN(CC1)C(=O)C1=CC=C(C=C1)C1CCN(CC1)C(=O)OC(C)(C)C